1-(1-oxo-5-((4-(thiophen-2-yl)piperazin-1-yl)methyl)isoindolin-2-yl)dihydropyrimidine-2,4(1H,3H)-dione O=C1N(CC2=CC(=CC=C12)CN1CCN(CC1)C=1SC=CC1)N1C(NC(CC1)=O)=O